OC1=CC2=C(N(C=N2)C2C(NC(CC2)=O)=O)C=C1 3-(5-hydroxybenzimidazol-1-yl)piperidine-2,6-dione